6-(3-Chloro-6-(difluoromethyl)-2-fluorophenyl)-N-(1-((6-fluoropyridin-3-yl)methyl)-1H-pyrazol-4-yl)pyrazine-2-carboxamide ClC=1C(=C(C(=CC1)C(F)F)C1=CN=CC(=N1)C(=O)NC=1C=NN(C1)CC=1C=NC(=CC1)F)F